3-hydroxy-4-trimethylammoniobutanoate OC(CC(=O)[O-])C[N+](C)(C)C